1,4,7,10-tetraazacyclododecane-1,4,7-triacetic acid (tert-butyl) ester C(C)(C)(C)OC(CN1CCN(CCN(CCNCC1)CC(=O)O)CC(=O)O)=O